bis(4-isocyanatophenyl)sulfone N(=C=O)C1=CC=C(C=C1)S(=O)(=O)C1=CC=C(C=C1)N=C=O